ClC=1C=CC(=C(C1)C1=CC(=C(N=N1)OCC1=CC2=C(OC(O2)(C)C)C=C1)NC1=CC(=NC=C1)NC(CCN1CCN(CC1)C)=O)F N-(4-{[6-(5-chloro-2-fluorophenyl)-3-[(2,2-dimethyl-2H-1,3-benzodioxol-5-yl)methoxy]pyridazin-4-yl]amino}pyridin-2-yl)-3-(4-methylpiperazin-1-yl)propanamide